(2R,3S)-N-((3S)-9-chloro-5-(3-methylphenyl)-2-oxo-2,3-dihydro-1H-1,4-benzodiazepin-3-yl)-2,3-bis(3,3,3-trifluoropropyl)succinamide ClC1=CC=CC=2C(=N[C@@H](C(NC21)=O)NC([C@@H]([C@@H](C(=O)N)CCC(F)(F)F)CCC(F)(F)F)=O)C2=CC(=CC=C2)C